tert-butyl 4-(4-bromo-2-methyl-1H-pyrrolo[2,3-b]pyridin-1-yl)piperidine-1-carboxylate BrC1=C2C(=NC=C1)N(C(=C2)C)C2CCN(CC2)C(=O)OC(C)(C)C